2-[[6-[[3-chloro-5-cyano-6-[(3R,5S)-4-hydroxy-3,5-dimethyl-1-piperidinyl]-2-pyridinyl]amino]-2-oxo-1H-quinolin-3-yl]oxy]-N-methylacetamide ClC=1C(=NC(=C(C1)C#N)N1C[C@H](C([C@H](C1)C)O)C)NC=1C=C2C=C(C(NC2=CC1)=O)OCC(=O)NC